C(CCCCCCCCCCCCCCCCC)OC(C1=CC(=C(C(=C1)C(C)(C)C)O)C(C)(C)C)=O.NC=1C=2N(C3=CC(=CC=C3N1)C(=O)N(CC1=NC=C(C=C1)C(F)(F)F)C=1C=NN(C1)C)C=NC2 4-amino-N-(1-methyl-1H-pyrazol-4-yl)-N-((5-(trifluoromethyl)pyridin-2-yl)methyl)imidazo[1,5-a]quinoxaline-8-formamide octadecyl-3,5-di-tert-butyl-4-hydroxybenzoate